FC=1C(=CC=2C3=C(N=NC2C1)N(C(N3C(C)C)=O)C)C=3C=CC(=NC3)[C@@H](C)OCCN3CC(CC3)(C#N)C 1-(2-((R)-1-(5-(7-fluoro-1-isopropyl-3-methyl-2-oxo-2,3-dihydro-1H-imidazo[4,5-c]cinnolin-8-yl)pyridin-2-yl)ethoxy)ethyl)-3-methylpyrrolidine-3-carbonitrile